NC=1C=2N(C3=CC(=CC=C3N1)C(=O)N(C1CCC3=NC(=CC=C31)C(F)(F)F)CC3CC3)C=NC2 4-amino-N-(cyclopropylmethyl)-N-(2-(trifluoromethyl)-6,7-dihydro-5H-cyclopenta[b]pyridin-5-yl)imidazo[1,5-a]quinoxaline-8-carboxamide